C(C)OP(=O)(OCC)C(C(=O)OC(C)(C)C)CC1=NC(=NO1)C1=CC=C(C=C1)OC1=CC(=NC=C1)C(F)(F)F tert-butyl 2-(diethoxyphosphoryl)-3-(3-(4-(2-(trifluoromethyl)pyridin-4-yloxy)phenyl)-1,2,4-oxadiazol-5-yl)propanoate